(R)-4'-chloro-3'-{4-[(tetrahydrofuran-3-yl)oxy]benzyl}-(1,1'-biphenyl)-4-amine ClC1=C(C=C(C=C1)C1=CC=C(C=C1)N)CC1=CC=C(C=C1)O[C@H]1COCC1